FC(S(=O)(=O)OC=1N(N=C2[C@@H](NCCC21)C)C)(F)F (S)-2,7-dimethyl-4,5,6,7-tetrahydro-2H-pyrazolo[3,4-c]Pyridin-3-yl Trifluoromethanesulfonate